N1=CC(=CC=C1)[C@H]1[C@@H](CNC1)C(=O)O trans-4-(3-pyridinyl)-pyrrolidine-3-carboxylic acid